CN(C(=O)NC1=CC(=NS1)C)C1=CC=2OC(C(=CC2S1)C(=O)O)=O 2-(1-methyl-3-(3-methylisothiazol-5-yl)ureido)-5-oxo-5H-thieno[3,2-b]pyran-6-carboxylic acid